C(C)OC(=O)C1CC(C1)N1CCN(C2(CC2)C1)C 3-{4-methyl-4,7-diazaspiro[2.5]oct-7-yl}cyclobutane-1-carboxylic acid ethyl ester